FC1=CC=C(C=C1)C(N1C[C@@H](N(C[C@H]1C)C1=CC(N(C=2C=CC(=NC12)C#N)C)=O)C)C=1SC=CN1 8-[(2s,5r)-4-[(4-fluorophenyl)(1,3-thiazol-2-yl)methyl]-2,5-dimethylpiperazin-1-yl]-5-methyl-6-oxo-5,6-dihydro-1,5-naphthyridine-2-carbonitrile